1-ethyl-2,3,4,5-tetramethylcyclopenta-1,3-diene C(C)C1=C(C(=C(C1C)C)C)C